CN(C(OC1CCN(CC1)S(=O)(=O)C1=C(C=C(C=C1)Cl)Cl)=O)C1CCN(CC1)C1=NC=CC(=N1)OC [1-(2,4-dichlorobenzenesulfonyl)piperidin-4-yl] N-methyl-N-[1-(4-methoxypyrimidin-2-yl)piperidin-4-yl]carbamate